FC=1C=CC(=NC1)NC1=NC(=CC=C1)C1CN(CCO1)CC1=CN(C2=CC(=CC=C12)OC)C 5-fluoro-N-(6-(4-((6-methoxy-1-methyl-1H-indol-3-yl)methyl)morpholin-2-yl)pyridin-2-yl)pyridin-2-amine